tert-butyl 5-amino-5-oxo-4-((2-oxo-2-phenylethyl)amino)pentanoate NC(C(CCC(=O)OC(C)(C)C)NCC(C1=CC=CC=C1)=O)=O